ClC=1C(=CC2=C(N(C[C@H](N(S2(=O)=O)C)C2CCCCC2)C=2C=NC=C(C2)F)C1)C=1C=CC(=C(C(=O)OC)C1)F methyl (R)-5-(7-chloro-3-cyclohexyl-5-(5-fluoropyridin-3-yl)-2-methyl-1,1-dioxido-2,3,4,5-tetrahydrobenzo[f][1,2,5]thiadiazepin-8-yl)-2-fluorobenzoate